N1C=CC2=CC(=CC=C12)C=CC=1N=C(SC1)NC(OC(C)(C)C)=O tert-butyl (4-(2-(1H-indol-5-yl)vinyl)thiazol-2-yl)carbamate